CCCC(CCC)CO Heptane-4-yl-methanol